7-bromo-3-(4-fluorobutyl)-8-methoxy-5-phenyl-2,3,4,5-tetrahydrobenzo[f][1,2,5]thiadiazepine 1,1-dioxide BrC=1C(=CC2=C(N(CC(NS2(=O)=O)CCCCF)C2=CC=CC=C2)C1)OC